C(#C)C=1C(=C(C(=O)O)C=CC1)C#C Diethynylbenzoic acid